4-[1-(1-Cyclopentyl-2-cyclopropylethyl)-1H-pyrazol-4-yl]-7H-pyrrolo[2,3-d]pyrimidine trifluoroacetate salt FC(C(=O)O)(F)F.C1(CCCC1)C(CC1CC1)N1N=CC(=C1)C=1C2=C(N=CN1)NC=C2